NC=1C(=CC(=C(C1)C1=CC2=C(N=C(N=C2)NC2=NN(C=C2)C)N2C1=NCC2)C)F 6-(5-amino-4-fluoro-2-methylphenyl)-N-(1-methyl-1H-pyrazol-3-yl)-8,9-dihydroimidazo[1',2':1,6]pyrido[2,3-d]pyrimidin-2-amine